2-naphthylphenol C1=C(C=CC2=CC=CC=C12)C1=C(C=CC=C1)O